CN1C=NC(=C1)CC1=CNC2=CC=C(C=C12)CN 1-{3-[(1-methyl-1H-imidazol-4-yl)methyl]-1H-indol-5-yl}methylamine